1-[(2R)-2-hydroxypropanoyl]-4-[2-methyl-4-({(1R)-1-[2-methyl-3-(trifluoromethyl)phenyl]ethyl}amino)pyrido[3,4-d]pyrimidin-6-yl]-1,4lambda5-azaphosphinan-4-one O[C@@H](C(=O)N1CCP(CC1)(=O)C1=CC2=C(N=C(N=C2N[C@H](C)C2=C(C(=CC=C2)C(F)(F)F)C)C)C=N1)C